9,9-bis(6-glycidyloxynaphthalene-2-yl)-9H-fluorene C(C1CO1)OC=1C=C2C=CC(=CC2=CC1)C1(C2=CC=CC=C2C=2C=CC=CC12)C1=CC2=CC=C(C=C2C=C1)OCC1CO1